lauryl-methyl-ammonium dimethyl-phosphate COP(=O)(OC)[O-].C(CCCCCCCCCCC)[NH2+]C